C(#N)C=1C=CC(=NC1)OCC12CC(C1)(C2)C(=O)N2N=CCC2C=2C=NC=C(C#N)C2 5-(1-(3-(((5-cyanopyridin-2-yl)oxy)methyl)bicyclo[1.1.1]-pentane-1-carbonyl)-4,5-dihydro-1H-pyrazol-5-yl)-nicotinonitrile